methane-thione C=S